1,1'-diaminoferrocene N[C-]1C=CC=C1.[C-]1(C=CC=C1)N.[Fe+2]